2-methylpropane-2-sulfinylamide CC(C)(C)S(=O)[NH-]